FC(C1=CN=CC(=N1)N)(F)F 6-(trifluoro-methyl)pyrazin-2-amine